(S)-6-((4-((2-hydroxy-1-phenylethyl)amino)-5-(5-(pyridin-3-yl)-1,3,4-oxadiazol-2-yl)pyridin-2-yl)amino)-1-isopropyl-2-propyl-1,2-dihydro-3H-pyrazolo[3,4-b]pyridin-3-one OC[C@H](C1=CC=CC=C1)NC1=CC(=NC=C1C=1OC(=NN1)C=1C=NC=CC1)NC1=CC=C2C(=N1)N(N(C2=O)CCC)C(C)C